O1COC2=C1C=CC(=C2)CNC(CC2=CC=C(C=C2)N(C(=O)C2CCCCC2)CC2=CC(=CC=C2)C)=O N-(4-(2-((benzo[d][1,3]dioxol-5-ylmethyl)amino)-2-oxoethyl)phenyl)-N-(3-methylbenzyl)cyclohexanecarboxamide